(7,8-Dichloro-2-(1H-Pyrazol-3-Yl)Quinolin-4-Yl)Glycine ClC1=CC=C2C(=CC(=NC2=C1Cl)C1=NNC=C1)NCC(=O)O